4-((1-(4-(2-(2-Aminopyridin-3-yl)-5-(3,5-dimethylisoxazol-4-yl)-3H-imidazo[4,5-b]pyridin-3-yl)benzyl)piperidin-4-yl)amino)pyrimidine-2-carbonitrile NC1=NC=CC=C1C1=NC=2C(=NC(=CC2)C=2C(=NOC2C)C)N1C1=CC=C(CN2CCC(CC2)NC2=NC(=NC=C2)C#N)C=C1